2',2''-(propane-1,3-diylbis(oxy))bis(3-(9H-carbazol-9-yl)-5'-chloro-3'-methyl-5-(2,4,4-trimethylpentan-2-yl)biphenyl-2-ol) hafnium [Hf].C(CCOC1=C(C=C(C=C1C)Cl)C=1C(=C(C=C(C1)C(C)(CC(C)(C)C)C)N1C2=CC=CC=C2C=2C=CC=CC12)O)OC1(C(=CC(=CC1N1C2=CC=CC=C2C=2C=CC=CC12)C(C)(CC(C)(C)C)C)C1=CC(=CC(=C1)Cl)C)O